Cl.NC(CC(C)=O)C(C)C 4-amino-5-methyl-hexan-2-one hydrochloride salt